N-[(1S)-2-[[5-[3,5-dimethyl-1-(2-trimethylsilylethoxymethyl)pyrazol-4-yl]-6-fluoro-2-pyridyl]amino]-1-(4-methylcyclohexyl)-2-oxo-ethyl]-2-isopropyl-pyrazole-3-carboxamide CC1=NN(C(=C1C=1C=CC(=NC1F)NC([C@H](C1CCC(CC1)C)NC(=O)C=1N(N=CC1)C(C)C)=O)C)COCC[Si](C)(C)C